Trimethyl-boroxine CB1OB(OB(O1)C)C